3-(dimethylamino)-N-((11Z,14Z)-2-((9Z,12Z)-octadeca-9,12-dienyl)icosa-11,14-dienyl)propanamide CN(CCC(=O)NCC(CCCCCCCC\C=C/C\C=C/CCCCC)CCCCCCCC\C=C/C\C=C/CCCCC)C